C(C)OC(CC)OCC 3,3-diethoxypropane